CC1=CC=2N(C=C1)C=C(N2)C2=CC=C(C=C2)S(=O)(=O)C 7-methyl-2-(4-(methylsulfonyl)phenyl)imidazo[1,2-a]pyridine